9,9-bis(3-hydroxyphenyl)fluorene OC=1C=C(C=CC1)C1(C2=CC=CC=C2C=2C=CC=CC12)C1=CC(=CC=C1)O